O1CCN(CC1)C1COC2(C1)CCN(CC2)S(=O)(=O)C2=C(C=CC=C2OC(F)(F)F)O 2-((3-Morpholino-1-oxa-8-azaspiro[4.5]decan-8-yl)sulfonyl)-3-(trifluoromethoxy)phenol